(R or S)-2-((1-(benzyloxy)hexane-3-yl)oxy)-N,N-bis(2,4-dimethoxybenzyl)imidazo[2,1-f][1,2,4]triazin-4-amine C(C1=CC=CC=C1)OCC[C@@H](CCC)OC1=NN2C(C(=N1)N(CC1=C(C=C(C=C1)OC)OC)CC1=C(C=C(C=C1)OC)OC)=NC=C2 |o1:10|